C1(=CC=C(C=C1)N(C1=CC=2C(C3=CC=CC=C3C2C=C1)(C)C)C1=CC=C(C=C1)C1=CC=2C(C=3C(=C(SC3C3=CC=CC=C3)C3=CC=CC=C3)C2C=C1)(C)C)C1=CC=CC=C1 N-{[1,1'-biphenyl]-4-yl}-N-(4-{8,8-dimethyl-1,3-diphenyl-8H-indeno[1,2-c]thiophen-6-yl}phenyl)-9,9-dimethyl-9H-fluoren-2-amin